(S)-3-(6'-oxo-3',4',6',8'-tetrahydro-7'H-spiro[piperidine-4,2'-[1,4]oxazino[2,3-f]isoindol]-7'-yl)piperidine-2,6-dione O=C1N(CC=2C=C3C(=CC12)NCC1(O3)CCNCC1)[C@@H]1C(NC(CC1)=O)=O